O1C=C(C=C1)C(CCC(C)=O)O 1-(3-furyl)-1-hydroxy-4-pentanone